FC1(CN(C1)CCC1N(CCN(C1)C(=O)OC(C)(C)C)C(=O)OCC1=CC=CC=C1)F 1-benzyl 4-(tert-butyl) 2-(2-(3,3-difluoroazetidin-1-yl)ethyl)piperazine-1,4-dicarboxylate